(R)-3-methyl-4-oxopiperidine-1,3-dicarboxylic acid 1-(tert-butyl) ester 3-methyl ester COC(=O)[C@@]1(CN(CCC1=O)C(=O)OC(C)(C)C)C